1-(4-pyridyl)-6H-pyrazolo[4,3-d]pyrimidin-7-one N1=CC=C(C=C1)N1N=CC=2N=CNC(C21)=O